1-(4-(benzyloxy)-3-fluoro-5-nitrophenyl)-4-methylpiperazine C(C1=CC=CC=C1)OC1=C(C=C(C=C1[N+](=O)[O-])N1CCN(CC1)C)F